(1R,2S,3R,5R)-3-(4-amino-2-chloro-7H-pyrrolo[2,3-d]pyrimidin-7-yl)-5-(1-phenethyl-1H-pyrazol-4-yl)cyclopentane-1,2-diol NC=1C2=C(N=C(N1)Cl)N(C=C2)[C@H]2[C@@H]([C@@H]([C@H](C2)C=2C=NN(C2)CCC2=CC=CC=C2)O)O